4-(3-chloro-2,4-dimethoxyphenyl)-3-methyl-4-oxobutanoic acid methyl ester COC(CC(C(=O)C1=C(C(=C(C=C1)OC)Cl)OC)C)=O